1-(3-((2R,6S)-2,6-bis(3-methylpyridin-2-yl)piperidin-1-yl)propyl)-1H-pyrazol-4-amine CC=1C(=NC=CC1)[C@@H]1N([C@@H](CCC1)C1=NC=CC=C1C)CCCN1N=CC(=C1)N